N[C@@H]1C2=CC=CC=C2CC12CCN(CC2)C=2NC(C1=C(N2)NN=C1C=1C=2C=NN(C2CC(C1)(C)C)CC(F)(F)F)=O (S)-6-(1-amino-1,3-dihydrospiro[indene-2,4'-piperidin]-1'-yl)-3-(6,6-dimethyl-1-(2,2,2-trifluoroethyl)-6,7-dihydro-1H-indazol-4-yl)-1,5-dihydro-4H-pyrazolo[3,4-d]pyrimidin-4-one